OCCC#C (2-hydroxyethyl)-acetylene